C(C)(C)C1=CC=C(C2CC[C-](C2=C1)C)C.[Li+] lithium 7-iso-propyl-1,4-dimethyldihydroazulenide